(S)-2-Amino-N-(2-(4'-(trifluoromethoxy)-[1,1'-biphenyl]-4-yl)ethyl)butanamide hydrochloride Cl.N[C@H](C(=O)NCCC1=CC=C(C=C1)C1=CC=C(C=C1)OC(F)(F)F)CC